FC(C(=O)O)(F)F.FC=1C=C(CNC=2C=CC(=C(C(=O)NCC3(CC3)O)C2)N2CCN(CC2)C)C=CC1OC 5-((3-fluoro-4-methoxybenzyl)amino)-N-((1-hydroxycyclopropyl)methyl)-2-(4-methylpiperazin-1-yl)benzamide trifluoroacetate salt